1-(2,2-di(4-methylphenyl)vinyl)tetrahydro-1H-thiophen-1-ium triflate [O-]S(=O)(=O)C(F)(F)F.CC1=CC=C(C=C1)C(=C[S+]1CCCC1)C1=CC=C(C=C1)C